ClC1=C(C=CC=C1)NC1=C(SC(=C1)C(F)(F)F)C(=O)O 3-((2-chlorophenyl)amino)-5-(trifluoromethyl)thiophene-2-carboxylic acid